(S)-3-(3-(1-(5-fluoro-3-methylbenzofuran-2-yl)ethyl)ureido)benzamide FC=1C=CC2=C(C(=C(O2)[C@H](C)NC(NC=2C=C(C(=O)N)C=CC2)=O)C)C1